FC1=C(C(=O)N2C[C@H](CC2)N(C(=O)C2CC2)C)C=C(C=C1)C=O (S)-N-(1-(2-fluoro-5-formylbenzoyl)pyrrolidin-3-yl)-N-methylcyclopropanecarboxamide